FC=1C=CC(=C(CN(C=2C=CC=3N(N2)C(=CN3)C(=O)OCC)C)C1)O ethyl 6-((5-fluoro-2-hydroxybenzyl)(methyl)amino)imidazo[1,2-b]pyridazine-3-carboxylate